N-(2-((5-methoxy-2-nitrophenyl)amino)ethyl)butanamide COC=1C=CC(=C(C1)NCCNC(CCC)=O)[N+](=O)[O-]